[Br-].[Li+].O1CCOCCO\C=C/OCC1 (Z)-1,4,7,10-tetraoxacyclododecan-8-ene lithium bromide